ClCC(=O)C=1C=NC(=CC1)N1C(=CC=C1C)C 2-chloro-1-(6-(2,5-dimethyl-1H-pyrrol-1-yl)pyridin-3-yl)ethan-1-one